C(C)(C)(C)NC1=NC=C(C(=N1)NC(C)C)C(=O)N 2-(tert-butylamino)-4-(isopropylamino)pyrimidine-5-carboxamide